(1R,3S)-3-(1-(tert-butyl)-5-(1-(4-(hydroxymethyl)cyclohexyl)-1H-pyrazole-4-carboxamido)-1H-pyrazol-3-yl)cyclopentyl isopropylcarbamate C(C)(C)NC(O[C@H]1C[C@H](CC1)C1=NN(C(=C1)NC(=O)C=1C=NN(C1)C1CCC(CC1)CO)C(C)(C)C)=O